SCCNC(C)=O N-(2-sulfanylethyl)acetamide